1-(1-(4-fluorophenyl)vinyl)-2-isocyanobenzene FC1=CC=C(C=C1)C(=C)C1=C(C=CC=C1)[N+]#[C-]